acrylic acid-(E)-t-butyl ester C(C)(C)(C)OC(C=C)=O